C(NC1=C(C=CC=C1)Cl)NC1=C(C=CC=C1)Cl methylene-bis-(2-chloroaniline)